6-isopropyl-3-methyl-bicyclo[2.2.2]-2-octen-7-yl-carboxylic acid C(C)(C)C1CC2C(=CC1C(C2)C(=O)O)C